4-(4-(methylsulfonyl)benzylpiperazin-1-yl)octylboronic acid CS(=O)(=O)C1=CC=C(CC2N(CCNC2)C(CCCB(O)O)CCCC)C=C1